((2s,3s,4s,5s,6s)-4,5-dihydroxy-6-(hydroxymethyl)-2-(2-(2-methacrylamidoethoxy)ethoxy)tetrahydro-2H-pyran-3-yl)carbamic acid O[C@H]1[C@@H]([C@H](O[C@H]([C@H]1O)CO)OCCOCCNC(C(=C)C)=O)NC(O)=O